FC1=C(OC2=NC=C(C=C2C=2C3=C(C(N(C2)C)=O)NC=C3)S(=O)(=O)CC)C=CC(=C1)F 4-[2-(2,4-difluorophenoxy)-5-(ethylsulfonyl)pyridin-3-yl]-6-methyl-1,6-dihydro-7H-pyrrolo[2,3-c]pyridin-7-one